8-[(1R)-1-[(6-chloro-2-methyl-3-pyridinyl)amino]ethyl]-2-ethylsulfanyl-3,6-dimethyl-benzopyran-4-one ClC1=CC=C(C(=N1)C)N[C@H](C)C1=CC(=CC=2C(C(=C(OC21)SCC)C)=O)C